C(C)(C)(C)N1N=CC(=C1)C1=CC(=NC=N1)N 6-(1-(Tert-butyl)-1H-pyrazol-4-yl)pyrimidin-4-amine